3-isopropyl-1-methyl-N-(1-(2-(2-(trifluoromethyl)pyridin-4-yl)thiazol-5-yl)eth-yl)-1H-pyrazole-5-carboxamide C(C)(C)C1=NN(C(=C1)C(=O)NC(C)C1=CN=C(S1)C1=CC(=NC=C1)C(F)(F)F)C